2-((S)-3-((R)-((4-cyanophenethyl)amino)(phenyl)methyl)-2,3-dihydro-1H-pyrido[2,3-b][1,4]oxazin-7-yl)-1H-indole-6-carbonitrile diformate C(=O)O.C(=O)O.C(#N)C1=CC=C(CCN[C@@H]([C@@H]2CNC3=C(O2)N=CC(=C3)C=3NC2=CC(=CC=C2C3)C#N)C3=CC=CC=C3)C=C1